C(CCCCCCCCCCC)C(CN)(CN)CCCCCCCCCCCC Bis-dodecylpropane-1,3-diamine